O=C1CCOC2=CC(=CC=C12)OC(C1=CC=C(C#N)C=C1)C1=NC=CC=C1 4-(((4-oxochroman-7-yl)oxy)(pyridin-2-yl)methyl)benzonitrile